BrC=1C=C(C(=NC1)C)C([2H])([2H])Cl 5-bromo-3-(chloromethyl-d2)-2-methylpyridine